BrC=1C=C(C2=CNN=C2C1C)C 6-bromo-4,7-dimethyl-2H-indazol